(5S)-5-fluoro-8-methylene-5,6,7,8-tetrahydroquinoline-5-carboxylic acid methyl ester COC(=O)[C@]1(C=2C=CC=NC2C(CC1)=C)F